3-(2-benzyloxy-5-methyl-phenyl)-3-phenyl-acrylic acid methyl ester COC(C=C(C1=CC=CC=C1)C1=C(C=CC(=C1)C)OCC1=CC=CC=C1)=O